2-bromo-4'-cyanoacetophenone BrCC(=O)C1=CC=C(C=C1)C#N